Ethyl (E)-4-{[3-(8-chloro-1-methyl-4,5-dihydropyrazolo-[3,4-b][1]-benzazepin-10(1H)-yl)propyl]amino}but-2-enoate maleate C(\C=C/C(=O)O)(=O)O.ClC1=CC2=C(CCC3=C(N2CCCNC/C=C/C(=O)OCC)N(N=C3)C)C=C1